N-(5-(2-(2,5-dimethylpyrrolidin-1-yl)acetamido)-2-methylpyridin-3-yl)-2-(1-methyl-1H-pyrazol-4-yl)-1H-pyrrolo[2,3-b]pyridine-5-carboxamide CC1N(C(CC1)C)CC(=O)NC=1C=C(C(=NC1)C)NC(=O)C=1C=C2C(=NC1)NC(=C2)C=2C=NN(C2)C